3-{3-methyl-1-[3-(4H-1,2,4-triazol-3-yl)-1,2,4-oxadiazol-5-yl]butyl}-1-[3-(4-methylpiperidin-1-yl)phenyl]urea CC(CC(C1=NC(=NO1)C1=NN=CN1)NC(NC1=CC(=CC=C1)N1CCC(CC1)C)=O)C